N[C@@H](CC(C)C)C(=O)O (L)-Leucine